1-(4-(allyloxy)phenyl)-N,N-dimethylmethanamine C(C=C)OC1=CC=C(C=C1)CN(C)C